CC(=CCC/C(=C/CC/C(=C/CC/C(=C/CC/C(=C/CC/C(=C/CC/C(=C/CC1=C(C(=CC(=C1)C(=O)O)O)[O-])/C)/C)/C)/C)/C)/C)C The molecule is a 3,4-dihydroxy-5-polyprenylbenzoate in which the polyprenyl chain contains 7 prenyl units; major species at pH 7.3. It is a conjugate base of a 3,4-dihydroxy-5-all-trans-heptaprenylbenzoic acid.